FC1(CN(CC(C1)C=1C(=NC(=CC1)C=1N=NN(C1CO)C)C)CC(=O)OCC)F ethyl 2-(3,3-difluoro-5-{6-[5-(hydroxymethyl)-1-methyl-1H-1,2,3-triazol-4-yl]-2-methylpyridin-3-yl}piperidin-1-yl)acetate